C(C)(C)NC(=O)C=1SC=CC1 N-isopropylthiophene-2-carboxamide